N-{2-[1-(cyclohexylmethyl)piperidin-4-yl]-2-hydroxyethyl}-1-[4-(trifluoromethoxy)phenyl]piperidine-4-carboxamide C1(CCCCC1)CN1CCC(CC1)C(CNC(=O)C1CCN(CC1)C1=CC=C(C=C1)OC(F)(F)F)O